2-(acetoxy)-2-phenylacetic acid C(C)(=O)OC(C(=O)O)C1=CC=CC=C1